NCC1(CN(C1)C(=O)OC(C)(C)C)C1=NC=C(C=C1)Cl tert-Butyl 3-(aminomethyl)-3-(5-chloropyridin-2-yl)azetidine-1-carboxylate